[2H]C1=C(C(=C(C(=C1[2H])C([2H])([2H])[2H])[2H])B(O)O)[2H] 3-(TOLYL-D7)-BORONIC ACID